Cl.F[C@@H]1[C@H](C1)C1=NC(=NO1)C=1C=CC(=C(C1)NC(=O)C1=CN=C2N1C=CC=C2)C N-(5-(5-((1R,2S)-2-fluorocyclopropyl)-1,2,4-oxadiazol-3-yl)-2-methylphenyl)imidazo[1,2-a]pyridine-3-carboxamide hydrochloride